C(=O)(O)C1C2C(CC(C2C(C1)C(=O)O)C(=O)O)C(=O)O 2,4,6,8-tetracarboxylbicyclo[3.3.0]octane